OCCN(CCN(C1=CC=C(C=C1)N)CCO)C1=CC=C(C=C1)N N,N'-bis(hydroxyethyl)-N,N'-bis(4'-aminophenyl)ethylenediamine